COC1=CC=2C=3C=C4C(=C(C3N(C2C=C1)CCC1CS(CC1)(=O)=O)C)C=CN=C4 3-(2-(9-methoxy-5-methyl-6H-pyrido[4,3-b]carbazol-6-yl)ethyl)tetrahydrothiophene 1,1-dioxide